methyl 6-(4-chloro-3-fluorophenyl)-2-(3,5-difluorophenyl)-3-oxo-2,3-dihydropyridazine-4-carboxylate ClC1=C(C=C(C=C1)C=1C=C(C(N(N1)C1=CC(=CC(=C1)F)F)=O)C(=O)OC)F